O6-[2-[(2,2-difluorospiro[2.5]octane-6-carbonyl)oxymethyl]-2-(hydroxymethyl)-3-[6-[(Z)-non-3-enoxy]-6-oxo-hexanoyl]oxy-propyl] O1-[(Z)-non-3-enyl] hexanedioate C(CCCCC(=O)OCC(COC(CCCCC(=O)OCC\C=C/CCCCC)=O)(CO)COC(=O)C1CCC2(C(C2)(F)F)CC1)(=O)OCC\C=C/CCCCC